COI(=O)=O Methyliodate